ClC=1C=C2CCO[C@@H](C2=CC1)[C@H]1NCCC1 (S)-2-((S)-6-chloroisochroman-1-yl)pyrrolidine